7-(piperidin-4-yl)-5-((5-(trifluoromethyl)pyridin-2-yl)methyl)pyrido[2,3-b]pyrazin-6(5H)-one N1CCC(CC1)C1=CC=2C(=NC=CN2)N(C1=O)CC1=NC=C(C=C1)C(F)(F)F